[(2R,3S,4R,5R)-5-[2-cyano-4-[[(1R)-1-(4-cyclopropylphenyl)-ethyl]amino]pyrrolo-[2,3-d]pyrimidin-7-yl]-3,4-dihydroxy-tetra-hydrofuran-2-yl]-methoxymethylphosphonic acid C(#N)C=1N=C(C2=C(N1)N(C=C2)[C@H]2[C@@H]([C@@H]([C@@H](O2)C(OC)P(O)(O)=O)O)O)N[C@H](C)C2=CC=C(C=C2)C2CC2